BrC=1C=CC=2N(C3=CC=CC=C3C2C1)C1=CC(=CC=C1)CCCCCC 3-bromo-9-(3-hexylphenyl)-9H-carbazole